Undec-3,9-diene CCC=CCCCCC=CC